N'-(4-(4-chloro-3-trifluoromethylphenoxy)-2,5-dimethylphenyl)-N-ethyl-methyl-formamidine ClC1=C(C=C(OC2=CC(=C(C=C2C)N=C(NCC)C)C)C=C1)C(F)(F)F